tert-butyl (S)-1-(5-(N-tert-butylsulfamoyl) pyridin-2-ylamino)-1-oxo-3-phenylpropan-2-ylcarbamate C(C)(C)(C)NS(=O)(=O)C=1C=CC(=NC1)NC([C@H](CC1=CC=CC=C1)NC(OC(C)(C)C)=O)=O